FC1=C(C=CC=O)C=CC(=C1)F 2,4-DIFLUOROCINNAMALDEHYDE